ClC1=C(C=CC(=C1)NC=1C=2N(C=CN1)C(=CN2)C=2C(=NNC2)C(F)(F)F)C(=O)N2CCN(CC2)C(=O)[C@H]2CNCC2 [2-chloro-4-[[3-[3-(trifluoromethyl)-1H-pyrazol-4-yl]imidazo[1,2-a]pyrazin-8-yl]amino]phenyl]-[4-[(3R)-pyrrolidine-3-carbonyl]piperazin-1-yl]methanone